C(#N)C=1C=C(C=CC1OC)C1=CN(C2=NC=CC(=C21)OC2=C(C=C(C=C2F)NC(=O)N[C@H](C)C2COC2)F)COCC[Si](C)(C)C |r| (+/-)-N-(4-{[3-(3-cyano-4-methoxyphenyl)-1-{[2-(trimethylsilyl)ethoxy]methyl}-1H-pyrrolo[2,3-b]pyridin-4-yl]oxy}-3,5-difluorophenyl)-N'-[1-(oxetan-3-yl)ethyl]urea